CC(=CCCC(C)(C1CC2=C(O1)C(=CC(=C2)C(=O)O)CC=C(C)C)O)C The molecule is a member of the class of 1-benzofurans that is 2,3-dihydro-1-benzofuran substituted by a carboxy group at position 5, a 1',5'-dimethyl-1'-hydroxy-4'-hexenyl group at position 2 and a prenyl group at position 7. Isolated from Myrsine seguinii, it exhibits anti-inflammatory activity. It has a role as a metabolite, an anti-inflammatory agent and an EC 4.4.1.11 (methionine gamma-lyase) inhibitor. It is a member of 1-benzofurans and a monocarboxylic acid.